1-chloro-8-(p-tolyl)naphtho[2,1-f]isoquinoline ClC1=NC=CC2=C3C(=CC=C12)C1=CC=C(C=C1C=C3)C3=CC=C(C=C3)C